O=C1NC(CCC1N1C(C2=CC=C(C=C2C1)NC(=O)C=1N=CN(C1C)C1=CC=CC=C1)=O)=O N-(2-(2,6-dioxopiperidin-3-yl)-1-oxoisoindolin-5-yl)-5-methyl-1-phenyl-1H-imidazole-4-carboxamide